C(C)(C)(C)OC(=O)N(CC1CCC1)CC=1N(C2=CC(=CC=C2C1)B1OC(C(O1)(C)C)(C)C)C(=O)OC(C)(C)C tert-butyl 2-(((tert-butoxycarbonyl) (cyclobutylmethyl) amino) methyl)-6-(4,4,5,5-tetramethyl-1,3,2-dioxaborolan-2-yl)-1H-indole-1-carboxylate